NC1=C(C=CC=C1S(=O)(=O)C)C(C(=O)O)C 2-amino-3-methylsulfonyl-phenylpropionic acid